(E)-N-(5-(4-(4-(3-(1H-1,2,3-triazol-1-yl)acryloyl)piperazin-1-yl)quinazolin-6-yl)-2-methoxypyridin-3-yl)-2,4-difluorobenzenesulfonamide N1(N=NC=C1)/C=C/C(=O)N1CCN(CC1)C1=NC=NC2=CC=C(C=C12)C=1C=C(C(=NC1)OC)NS(=O)(=O)C1=C(C=C(C=C1)F)F